FC1=C(OC=2C(=NC=CC2)N)C=CC=C1 (2-fluorophenoxy)pyridin-2-amine